ClC1=C(C(=O)OCC)C(=CC=N1)OCOC ethyl 2-chloro-4-(methoxymethoxy)nicotinate